N-propenyl-aniline C(=CC)NC1=CC=CC=C1